OC1=C(N=C(C2=CC(=CC=C12)OC1=CC=CC=C1)C)C(=O)NCC(=O)O N-[(4-hydroxy-1-methyl-7-phenoxy-3-isoquinolinyl)carbonyl]-glycine